(S)-1-phenyl-1,2,3,4-tetrahydroisoquinolineformyl chloride C1(=CC=CC=C1)[C@@]1(NCCC2=CC=CC=C12)C(=O)Cl